C1(CC1)S(=O)(=O)CC(C=C)N (cyclopropylsulfonyl)but-3-en-2-amine